OC(CC(=O)[O-])(C)C.[Ca+2].OC(CC(=O)[O-])(C)C calcium beta-hydroxy-beta-methylbutyrate